3-Chloro-5,5-dimethyl-4,5-dihydroisoxazole ClC1=NOC(C1)(C)C